CNC(=O)C=1C=CC2=C(NC[C@H]3N2CCNC3)N1 (S)-N-Methyl-2,3,4,4a,5,6-hexahydro-1H-pyrazino[1,2-a]pyrido[2,3-e]pyrazine-8-carboxamide